(S)-7-ethoxy-2-methyl-N-(5-methyl-6-(3-methylpiperazin-1-yl)pyridazin-3-yl)imidazo[1,2-a]pyridine-6-carboxamide formate salt C(=O)O.C(C)OC1=CC=2N(C=C1C(=O)NC=1N=NC(=C(C1)C)N1C[C@@H](NCC1)C)C=C(N2)C